C1=CC=CC2=C1CCC(CC2)CC(=O)O.N(=C=S)C2=CC=C(C=C2)C=2C1=CC=C(N1)C(=C1C=CC(C(=C3C=CC(=C(C=4C=CC2N4)C4=CC=C(C=C4)S(=O)(=O)O)N3)C3=CC=C(C=C3)S(=O)(=O)O)=N1)C1=CC=C(C=C1)S(=O)(=O)O 5-(4-isothiocyanatophenyl)-10,15,20-tri(4-sulfophenyl)Porphyrin benzocycloheptan-7-yl-acetate